BrC=1C=CC(=NC1)NC1=C(C=C(C=C1)S(=O)(=O)N(C)CC1=CC=C(C=C1)OC)C=1N=CN(C1)C 4-[(5-bromo-2-pyridyl)amino]-N-[(4-methoxyphenyl)methyl]-N-methyl-3-(1-methylimidazol-4-yl)benzenesulfonamide